CC1=C(C(=C(OCC2=C(C=CC=C2)O)C=C1)C)C (trimethylphenoxy)methyl-phenol